C(OC=1C=C2C(=CN(C2=CC1)S(=O)(=O)C1=CC=C(C=C1)OC)CCC(=O)O)([2H])([2H])[2H] 3-(5-(methoxy-d3)-1-((4-methoxyphenyl)sulfonyl)-1H-indol-3-yl)propionic acid